C(CCCCCCCCCCCCCCCCC)(=O)OCCCCCCCCCCCCCCCC(C)C isostearyl stearate